benzyl 4-[4-[4-[[(5-tert-butyl-1,2,4-oxadiazole-3-carbonyl)amino]methyl]-3-methyl-phenyl]pyrrolo[2,1-f][1,2,4]triazin-6-yl]piperazine-1-carboxylate C(C)(C)(C)C1=NC(=NO1)C(=O)NCC1=C(C=C(C=C1)C1=NC=NN2C1=CC(=C2)N2CCN(CC2)C(=O)OCC2=CC=CC=C2)C